trihydroxyarachic acid OC(CCCCCCCCCCCCCCCCCCC(=O)O)(O)O